N-[1-[3-[5-(2,2-difluoroethoxy)pyrimidin-2-yl]pyrazin-2-yl]ethyl]-3,5-bis(trifluoromethyl)benzamide FC(COC=1C=NC(=NC1)C=1C(=NC=CN1)C(C)NC(C1=CC(=CC(=C1)C(F)(F)F)C(F)(F)F)=O)F